cyclopropyl-[rac-(5s,7r)-7-chloro-5-phenyl-6,7-dihydro-5H-pyrrolo[1,2-b][1,2,4]triazol-2-yl]methanone 3,7-diazabicyclo[3.3.1]nonane-1,5-dicarboxylate C12(CNCC(CNC1)(C2)C(=O)O)C(=O)O.C2(CC2)C(=O)C=2N=C1N(N2)[C@@H](C[C@H]1Cl)C1=CC=CC=C1 |r|